NC1=NN2C(C=C(C=C2)C=2C=NC(=C(C(=O)O)C2)NC)=N1 5-(2-amino-[1,2,4]triazolo[1,5-a]pyridin-7-yl)-2-(methylamino)nicotinic acid